FC=1C=C(C=CC1F)NC(=O)N1CC=2N(C[C@@H]1C)N=CC2C(=O)OC Methyl (S)-5-((3,4-difluorophenyl)carbamoyl)-6-methyl-4,5,6,7-tetrahydropyrazolo[1,5-a]pyrazine-3-carboxylate